NC1=C2N=CN(C2=NC=N1)[C@H]1[C@@H]([C@@H]([C@H](O1)COP1(OCCC(O1)C1=C(C=C(C(=C1)Cl)F)F)=S)O)O 2-(((2r,3s,4r,5r)-5-(6-amino-9H-purin-9-yl)-3,4-dihydroxytetrahydrofuran-2-yl)methoxy)-4-(5-chloro-2,4-difluorophenyl)-1,3,2-dioxaphosphorinane 2-sulfide